3-fluoro-4-(hydroxymethyl)-N,N-dimethyl-5-(2-methyl-1H-benzimidazol-5-yl)benzamide FC=1C=C(C(=O)N(C)C)C=C(C1CO)C1=CC2=C(NC(=N2)C)C=C1